CC(C)(C)OC(=O)CC[C@H](C(=O)O)N D-glutamic acid γ-t-butyl ester